2-(3-aminoprop-1-yn-1-yl)-4-(2,7-diazaspiro[3.5]non-2-yl)benzoic acid methyl ester dihydrochloride Cl.Cl.COC(C1=C(C=C(C=C1)N1CC2(C1)CCNCC2)C#CCN)=O